ClC1=CC=C(C=C1)COC1=C(C=C(C(=O)NC2=CC(=CC=C2)C2=NN3C(S2)=NC=C3)C=C1)OC 4-[(4-chlorophenyl)methoxy]-N-(3-{imidazo[2,1-b][1,3,4]thiadiazol-2-yl}phenyl)-3-methoxybenzamide